tert-butyl 2-[6-[2-cyano-3-[[ethyl(methyl)sulfamoyl]amino]-6-fluoro-phenoxy]quinazolin-4-yl]oxy-7-azaspiro[3.5]nonane-7-carboxylate C(#N)C1=C(OC=2C=C3C(=NC=NC3=CC2)OC2CC3(C2)CCN(CC3)C(=O)OC(C)(C)C)C(=CC=C1NS(N(C)CC)(=O)=O)F